thionoyl chloride S(=O)(Cl)Cl